BrC1=C(C=C2C(=NC(=NC2=C1F)OC[C@]12CCCN2C[C@@H](C1)F)N1C[C@H]2CC[C@@H](C1)N2C(=O)OC(C)(C)C)Cl tert-butyl (1R,5S)-3-(7-bromo-6-chloro-8-fluoro-2-(((2R,7aS)-2-fluorotetrahydro-1H-pyrrolizin-7a(5H)-yl)methoxy)quinazolin-4-yl)-3,8-diazabicyclo[3.2.1]octane-8-carboxylate